7-methyl-3-(3-(methylsulfonyl)phenyl)-1H-indole-2-carboxylic acid CC=1C=CC=C2C(=C(NC12)C(=O)O)C1=CC(=CC=C1)S(=O)(=O)C